ClC=1C=C(C(=NC1)OC1CCN(CC1)C1=C(C=CC=C1F)NS(=O)(=O)C1=CC=C(C=C1)S(=O)(=O)N(C)C)F N1-(2-(4-((5-chloro-3-fluoropyridin-2-yl)oxy)piperidin-1-yl)-3-fluorophenyl)-N4,N4-dimethylbenzene-1,4-disulfonamide